ClC1=NC=C(C=C1)NN 2-chloro-5-hydrazinopyridine